ClC1=CC=C(C=C1)S(=O)(=O)N1CCC2(CC1)C(NC1=CC=C(C=C12)C(=O)O)=O 1'-((4-chlorophenyl)sulfonyl)-2-oxospiro[indoline-3,4'-piperidine]-5-carboxylic acid